(R)-8-(2-chloro-4-(2-(piperazin-1-yl)ethoxy)phenyl)-6-(1-methylcyclopropoxy)-9-(1-(pyridin-2-yl)propan-2-yl)-9H-purine ClC1=C(C=CC(=C1)OCCN1CCNCC1)C=1N(C2=NC=NC(=C2N1)OC1(CC1)C)[C@@H](CC1=NC=CC=C1)C